C(CC=C)OC=1C=2N(C=C(N1)C1=C(N=C(O1)[C@@H](C)N(C(=O)N[C@H](CC=C)CCC(F)(F)F)CC)C1CC1)C=CN2 1-((R)-1-(5-(8-(But-3-en-1-yloxy)imidazo[1,2-a]pyrazin-6-yl)-4-cyclopropyloxazol-2-yl)ethyl)-1-ethyl-3-((S)-7,7,7-trifluorohept-1-en-4-yl)urea